N-(3-((2-((3-methyl-1-(8-methyl-8-azabicyclo[3.2.1]octan-3-yl)-1H-pyrazol-4-yl)amino)-5-(trifluoromethyl)pyridin-4-yl)amino)propyl)cyclobutanecarboxamide CC1=NN(C=C1NC1=NC=C(C(=C1)NCCCNC(=O)C1CCC1)C(F)(F)F)C1CC2CCC(C1)N2C